3-(5-(8-(oxetan-3-yloxy)-4-(pyrrolidin-1-ylmethyl)-1,5-naphthyridin-2-yl)-1-oxoisoindolin-2-yl)piperidine-2,6-dione O1CC(C1)OC=1C=CN=C2C(=CC(=NC12)C=1C=C2CN(C(C2=CC1)=O)C1C(NC(CC1)=O)=O)CN1CCCC1